CC1=CN=C(N1[C@@H]1COCC1)C1=NC=CC(=C1)C=1C=NC=C(C1)S(=O)(=O)C 5-Methyl-2-[5-(methylsulfonyl)-3,4'-bipyridin-2'-yl]-N-[(3S)-tetrahydrofuran-3-yl]-1H-imidazole